N1(C=NC=C1)CCCN(CCCCCCC(=O)OC(CCCCCC)CCCCCCCC)CCCCCCC(=O)OC(CCCCCC)CCCCCCCC di(pentadecan-7-yl) 7,7'-((3-(1H-imidazol-1-yl) propyl) azanediyl)diheptanoate